OC(C(=O)NCCC=1C=CC2=CC(N=C2C1)=O)C 2-hydroxy-N-(2-(2-oxoindol-6-yl)ethyl)propionamide